iron(II) sulfate sodium [Na].S(=O)(=O)([O-])[O-].[Fe+2]